2,2-bis(3,5-dibromo-4-2,3-dibromopropyloxyphenyl)propane benzyl-3-(2,2,5,5-tetramethyl-1,3-dioxane-4-carboxamido)acrylate C(C1=CC=CC=C1)OC(C=CNC(=O)C1OC(OCC1(C)C)(C)C)=O.BrC=1C=C(C=C(C1OCC(CBr)Br)Br)C(C)(C)C1=CC(=C(C(=C1)Br)OCC(CBr)Br)Br